(4-(2-(2-Aminopyridin-3-yl)-5-(methylthio)-3H-imidazo[4,5-b]pyridin-3-yl)phenyl)methanol NC1=NC=CC=C1C1=NC=2C(=NC(=CC2)SC)N1C1=CC=C(C=C1)CO